Cl.FC(S(=O)(=O)C1CNCCC1)F 3-((difluoro-methyl)sulfonyl)piperidine hydrochloride